OC[C@H](CC)NC1=CC=C(C=O)C=C1 (S)-4-(1-HYDROXYMETHYL-PROPYLAMINO)BENZALDEHYDE